(S)-(7-(3,4-dimethoxyphenyl)pyrazolo[1,5-a]pyrimidin-2-yl)(3-methyl-4-(1-methyl-1H-pyrrole-2-carbonyl)piperazin-1-yl)methanone COC=1C=C(C=CC1OC)C1=CC=NC=2N1N=C(C2)C(=O)N2C[C@@H](N(CC2)C(=O)C=2N(C=CC2)C)C